C(C)OC(CC=1OC(=NN1)C1=CC=C(C=C1)C#N)=O 5-p-cyanophenyl-1,3,4-oxadiazole-2-acetic acid ethyl ester